Ethyl 7-{[(E)-(hydroxyimino)(3-methyl-5-nitropyridin-2-yl)methyl]amino}-7-oxoheptanoate O\N=C(/C1=NC=C(C=C1C)[N+](=O)[O-])\NC(CCCCCC(=O)OCC)=O